1-(1,5-Dimethyl-6,8-dihydro-2,3,4,7,8b-pentaaza-as-indacen-7-yl)-2-[1-(2-trifluoromethyl-pyridin-4-yl)-azetidin-3-yl]-ethanone CC1=NN=C2N=C(C=3CN(CC3N12)C(CC1CN(C1)C1=CC(=NC=C1)C(F)(F)F)=O)C